tert-butyl (3-(2-((tert-butoxycarbonyl)amino)pyridin-4-yl)-3-(5-chloro-2-cyanophenoxy)propyl)(methyl)carbamate C(C)(C)(C)OC(=O)NC1=NC=CC(=C1)C(CCN(C(OC(C)(C)C)=O)C)OC1=C(C=CC(=C1)Cl)C#N